C(C)N1[C@@H]2CC[C@H]([C@H]1COC=1C=C3CN(C(C3=CC1)=O)C1C(NC(CC1)=O)=O)C2 3-(5-(((1R,3S,4S)-2-ethyl-2-azabicyclo[2.2.1]heptan-3-yl)methoxy)-1-oxoisoindolin-2-yl)piperidine-2,6-dione